tert-butyl-scandium C(C)(C)(C)[Sc]